C(C1=CC=CC=C1)OCOC(=O)N1CCC(CC1)C1=CC=C(C=C1)C(NC1=CC(=C(C=C1)C)NC1=NC=CC(=N1)C=1C=NC=CC1)=O 4-{4-[4-Methyl-3-(4-pyridin-3-yl-pyrimidin-2-ylamino)-phenylcarbamoyl]-phenyl}-piperidine-1-carboxylic acid benzyloxymethyl ester